Br.OCCNCCCNCCO N,N'-bis(2-hydroxyethyl)-1,3-propanediamine hydrobromide